NC1=NC(=NN2C1=NC=C2CC=2C=C(C(=NC2)N2CCN(CC2)C(CNC)=O)C)NC(C)CCC (4-(5-((4-amino-2-(pentan-2-ylamino)imidazo[2,1-f][1,2,4]triazin-7-yl)methyl)-3-methylpyridin-2-yl)piperazin-1-yl)-2-(methylamino)ethan-1-one